1-((1S,4R)-7,7-dimethyl-2-oxobicyclo[2.2.1]heptan-1-yl)-N-(1-(4-fluorobenzyl)indolin-5-yl)methanesulfonamide CC1([C@@]2(C(C[C@H]1CC2)=O)CS(=O)(=O)NC=2C=C1CCN(C1=CC2)CC2=CC=C(C=C2)F)C